(±)-trans-N-[8-chloro-7-methyl-6-(4-methyl-3-pyridyl)-3-isoquinolyl]-2-cyano-cyclopropanecarboxamide ClC=1C(=C(C=C2C=C(N=CC12)NC(=O)[C@H]1[C@@H](C1)C#N)C=1C=NC=CC1C)C |r|